4-(((3r,4s)-4-((4-chlorophenyl)sulfonyl)-3-hydroxy-3-(hydroxymethyl)pyrrolidin-1-yl)sulfonyl)-3-ethylbenzonitrile ClC1=CC=C(C=C1)S(=O)(=O)[C@@H]1[C@@](CN(C1)S(=O)(=O)C1=C(C=C(C#N)C=C1)CC)(CO)O